tris(4-hydroxy-3,5-dimethylphenyl)methane OC1=C(C=C(C=C1C)C(C1=CC(=C(C(=C1)C)O)C)C1=CC(=C(C(=C1)C)O)C)C